C(C)(C)N1C=CC=2C1=NC=C(C2)C=2SC=C(N2)C2=C(C=CC=C2)OC 2-(1-isopropyl-1H-pyrrolo[2,3-b]pyridin-5-yl)-4-(2-methoxy-phenyl)thiazole